4-(pyrimidine-2-yl)piperazine iron-tellurium [Te].[Fe].N1=C(N=CC=C1)N1CCNCC1